N-(4-((5-amino-2-fluorophenyl)amino)-2-chloropyrimidin-5-yl)benzenesulfonamide NC=1C=CC(=C(C1)NC1=NC(=NC=C1NS(=O)(=O)C1=CC=CC=C1)Cl)F